4-(1-(2-fluoro-4-nitrophenyl)-1H-pyrazol-4-yl)-2-(Methylthio)pyrimidine FC1=C(C=CC(=C1)[N+](=O)[O-])N1N=CC(=C1)C1=NC(=NC=C1)SC